OC(C)(C)C1CCC(CC1)N1CCC(CC1)C=1C=C2C(=C(NC2=CC1)C=1C=C(C(N(C1)C)=O)C)C(C)C 5-(5-(1-(4-(2-hydroxypropan-2-yl)cyclohexyl)piperidin-4-yl)-3-isopropyl-1H-indol-2-yl)-1,3-dimethylpyridin-2(1H)-one